N-[3-(1,1-difluoropropyl)phenyl]-3-methyl-1-(2-methyl-1H-indol-6-yl)-5-oxo-4H-pyrazole-4-carboxamide FC(CC)(F)C=1C=C(C=CC1)NC(=O)C1C(=NN(C1=O)C1=CC=C2C=C(NC2=C1)C)C